C(C=C)(=O)NC1=CC=C(C=C1)C1=NN2N=CN=C(C2=C1C1=CC=C(C(=O)NC2CCC2)C=C1)N 4-(6-(4-acrylamidophenyl)-4-aminopyrazolo[5,1-f][1,2,4]triazin-5-yl)-N-cyclobutylbenzamide